N,N'-bis(2,5-dimethyl-1H-pyrrol-1-yl)ethanediamide CC=1N(C(=CC1)C)NC(C(=O)NN1C(=CC=C1C)C)=O